C(C1=CC=CC=C1)NC(CCCCCCCCCCCCCCC)=O N-benzyl-palmitamide